1-(3-([10-methoxy-6-(propan-2-yl)-1H,2H,3H,4H,5H-azepino[3,2-c]quinolin-9-yl]oxy)propyl)pyrrolidine trifluoroacetate FC(C(=O)O)(F)F.COC1=CC=2C3=C(C(=NC2C=C1OCCCN1CCCC1)C(C)C)CCCCN3